5-(4-(1,3-dimethyl-2-oxo-2,3-dihydro-1H-benzo[d]imidazol-5-yl)-2,2-dimethyl-2H-pyrano[3,2-c]pyridin-7-yl)-N-(3-(4-(2,6-dioxopiperidin-3-yl)benzofuran-2-yl)prop-2-yn-1-yl)picolinamide CN1C(N(C2=C1C=CC(=C2)C2=CC(OC1=C2C=NC(=C1)C=1C=CC(=NC1)C(=O)NCC#CC=1OC2=C(C1)C(=CC=C2)C2C(NC(CC2)=O)=O)(C)C)C)=O